tert-butyl N-[(2R)-1-[(6-aminoquinolin-4-yl)amino]propan-2-yl]carbamate NC=1C=C2C(=CC=NC2=CC1)NC[C@@H](C)NC(OC(C)(C)C)=O